4,4-dimethylpiperidine-2,6-dione CC1(CC(NC(C1)=O)=O)C